5a-hydroxy-6-[2-(1H-imidazol-4-yl)-ethylamino]-cholestan O[C@]12C(C[C@H]3[C@@H]4CC[C@H]([C@@H](CCCC(C)C)C)[C@]4(CC[C@@H]3[C@]2(CCCC1)C)C)NCCC=1N=CNC1